FC=1C=C(C=CC1OC)C1=CN=C2N1C=CN=C2NC2=CC(=C(C(=O)N(CC(=O)N1CCOCC1)C)C=C2)C 4-[[3-(3-fluoro-4-methoxy-phenyl)imidazo[1,2-a]pyrazin-8-yl]amino]-N,2-dimethyl-N-(2-morpholino-2-oxo-ethyl)benzamide